C(C1=CC=CC=C1)ON1[C@@H]2CC[C@H](N(C1=O)C2)C(NC(CC=2C=NC=CC2)=O)=N N-(((2S,5R)-6-(benzyloxy)-7-oxo-1,6-diazabicyclo[3.2.1]octan-2-yl)(imino)methyl)-2-(pyridin-3-yl)acetamide